C12(CC3CC(CC(C1)C3)C2)C=2C=C(C=CC2OCC(NOC2OCCCC2)=O)C2=CC=C(C=C2)C=CC(=O)O 3-{3'-adamantan-1-yl-4'-[(tetrahydro-pyran-2-yloxycarbamoyl)-methoxy]-biphenyl-4-yl}-acrylic acid